((2-amino-5-bromopyridin-3-yl)amino)-2-((tert-butoxycarbonyl)amino)propanoic acid NC1=NC=C(C=C1NC(C(=O)O)(C)NC(=O)OC(C)(C)C)Br